(diphenyltriazinyl)(dimethylfluorenyl)terbenzene C1(=CC=CC=C1)C1=C(C(=NN=N1)C=1C(=C(C=CC1)C=1C(=CC=CC1)C1=CC=CC=C1)C1=C(C(=CC=2C3=CC=CC=C3CC12)C)C)C1=CC=CC=C1